4,6-dihydroxyl-2-methyl-pyrimidine (3-Cyanobicyclo[1.1.1]pentan-1-yl)methyl-4-bromobenzenesulfonate C(#N)C12CC(C1)(C2)COS(=O)(=O)C2=CC=C(C=C2)Br.OC2=NC(=NC(=C2)O)C